3-(3-(1-(2-(2-Fluoro-5-((6-fluoro-4-methyl-1H-indol-5-yl)oxy)phenyl)-1H-imidazol-5-yl)vinyl)phenyl)propanoic acid FC1=C(C=C(C=C1)OC=1C(=C2C=CNC2=CC1F)C)C=1NC(=CN1)C(=C)C=1C=C(C=CC1)CCC(=O)O